hexafluoropropan-2-yl (±)-1-(isoxazol-4-ylcarbamoyl)-6-azaspiro[2.5]octane-6-carboxylate O1N=CC(=C1)NC(=O)[C@@H]1CC12CCN(CC2)C(=O)OC(C(F)(F)F)C(F)(F)F |r|